(E)-2-(4-((4-Ethoxy-3-(6-((methoxyimino)methyl)-5-methyl-4-oxo-7-propyl-3,4-dihydropyrrolo[2,1-f][1,2,4]triazin-2-yl)phenyl)sulfonyl)piperazin-1-yl)ethylnitrat C(C)OC1=C(C=C(C=C1)S(=O)(=O)N1CCN(CC1)CCO[N+](=O)[O-])C1=NN2C(C(N1)=O)=C(C(=C2CCC)/C=N/OC)C